S(O)(O)(=O)=O.C1=CC=CC=2C(C3=CC=CC=C3C(C12)=O)=O anthraquinone compound with sulfuric acid